ClC=1C=C(C=CC1OC)C1=CN=C2N1C=CN=C2NC2=CC(=C(C(=O)NC)C=C2)C 4-((3-(3-chloro-4-methoxyphenyl)imidazo[1,2-a]pyrazin-8-yl)amino)-N,2-dimethylbenzamide